ClC1=NC(N2CCOC=3C(=NC=C1C32)Cl)=O 6,9-dichloro-2,3-dihydro-4H-1-oxa-3a,5,8-triazaphenalen-4-one